BrC=1C(=C(C=C(C1F)Cl)C(C)C1=NC(=C2N1C=CN=C2Cl)Cl)OC(C)C 3-(1-(3-bromo-5-chloro-4-fluoro-2-isopropoxyphenyl)ethyl)-1,8-dichloroimidazo[1,5-a]pyrazine